(2-aminobenzo[d]thiazol-6-yl)-1-[2-(4-morpholinyl)ethyl]-3-(4-isopropylphenyl)urea NC=1SC2=C(N1)C=CC(=C2)N(C(=O)NC2=CC=C(C=C2)C(C)C)CCN2CCOCC2